COC1=CC=C(C=C1)[Si@H](C1=C(C=CC=C1)P1CC2=C(C3=C(C1)C=CC1=CC=CC=C13)C=1C=CC=CC1C=C2)C (4R,11bS)-4-(2-((R)-(4-Methoxyphenyl)(methyl)silyl)phenyl)-4,5-dihydro-3H-dinaphtho[2,1-c:1',2'-e]phosphepine